N-(3-(N-(tert-butyl)sulfamoyl)phenyl)-3-chloro-5-((1-hydroxy-2-methylpropan-2-yl)amino)pyrazine-2-carboxamide C(C)(C)(C)NS(=O)(=O)C=1C=C(C=CC1)NC(=O)C1=NC=C(N=C1Cl)NC(CO)(C)C